ClC1=NC=C(C=N1)OC1=CC=CC=C1 2-chloro-5-phenoxypyrimidine